ClC=1C(=CC2=C(NC(=N2)O[C@H]2[C@@H]3[C@H](OC2)[C@@H](CO3)O)C1)C1=CC=C(C=C1)C1=CC=C(C=C1)CN1CCN(CC1)C(=O)OC(C)(C)C tert-butyl 4-((4'-(6-chloro-2-(((3R,3aR,6R,6aR)-6-hydroxyhexahydrofuro[3,2-b]furan-3-yl)oxy)-1H-benzo[d]imidazol-5-yl)-[1,1'-biphenyl]-4-yl)methyl)piperazine-1-carboxylate